ClC=1C(=NC(=NC1)NC)C1=CC=C2CN(C(C2=C1)=O)[C@@H](C(=O)N[C@H]([C@H](CCC)O)C1=CC=CC=C1)C (2R)-2-{6-[5-chloro-2-(methylamino)pyrimidin-4-yl]-1-oxo-2,3-dihydro-1H-isoindol-2-yl}-N-[(1S,2S)-2-hydroxy-1-phenylpentyl]propionamide